(2R,3R,4R,5S,6R)-2-amino-6-(hydroxymethyl)tetrahydro-2H-pyran-3,4,5-triol N[C@@H]1O[C@@H]([C@H]([C@H]([C@H]1O)O)O)CO